NC1=C2C(=NC=N1)N(N=C2C2=CC=C(C=C2)C(C)NC(C2=C(C=CC=C2)OC)=O)C2CCCC2 N-[1-[4-(4-amino-1-cyclopentyl-pyrazolo[3,4-D]pyrimidin-3-yl)phenyl]ethyl]-2-methoxy-benzamide